C(#N)C=1C=C(C(=O)N)C=C(C1C(C)(C)O)C1=CC2=C(NC=N2)C=C1 3-cyano-4-(2-hydroxypropan-2-yl)-5-(1H-benzimidazol-5-yl)benzamide